FC=1C(=C2C(=NC(=NN2C1)NC1CCC2(COC2)CC1)OC)C=1C=CC2=C(N(C=N2)CCF)C1 6-fluoro-5-(1-(2-fluoroethyl)-1H-benzo[d]imidazol-6-yl)-4-methoxy-N-(2-oxaspiro[3.5]nonan-7-yl)pyrrolo[2,1-f][1,2,4]triazin-2-amine